3-chloro-9-(4-(difluoromethyl)phenyl)-2-methyl-7-((2R,4R)-2-(1-methyl-1H-pyrazol-4-yl)tetrahydro-2H-pyran-4-yl)-4H-pyrazino[1,2-a]pyrimidin-4-one ClC1=C(N=C2N(C1=O)C=C(N=C2C2=CC=C(C=C2)C(F)F)[C@H]2C[C@@H](OCC2)C=2C=NN(C2)C)C